(E)-1-(4-((4-amino-7-methyl-5-(4-phenoxyphenyl)-7H-pyrrolo[2,3-d]pyrimidin-6-yl)ethynyl)-4-hydroxypiperidin-1-yl)-4-(azetidin-1-yl)but-2-en-1-one NC=1C2=C(N=CN1)N(C(=C2C2=CC=C(C=C2)OC2=CC=CC=C2)C#CC2(CCN(CC2)C(\C=C\CN2CCC2)=O)O)C